ClC1=C(C=CC=C1)N1C(N=C(C2=C1N=C(C=C2)C(F)(F)F)NC2CC(C2)OC)=O 1-(2-chlorophenyl)-4-(((1s,3s)-3-methoxycyclobutyl)amino)-7-(trifluoro-methyl)pyrido[2,3-d]pyrimidin-2(1H)-one